(1S,3R)-N-(4-(4-fluoro-1-isopropyl-1H-benzo[d]imidazol-6-yl)-5-methylpyridin-2-yl)-3-(2-hydroxyacetamido)cyclohexane-1-carboxamide FC1=CC(=CC=2N(C=NC21)C(C)C)C2=CC(=NC=C2C)NC(=O)[C@@H]2C[C@@H](CCC2)NC(CO)=O